C(C)(C)(C)OC(=O)N1CC2CCC(C1)N2C2=CC(=NC=C2)Br 8-(2-bromopyridin-4-yl)-3,8-diazabicyclo[3.2.1]Octane-3-carboxylic acid tert-butyl ester